CN1C(CCC2=CC(=CC=C12)C1=CN=CC(=N1)N1CC2(CNC2)C1)=O 6-[6-(1-Methyl-2-oxo-1,2,3,4-tetrahydrochinolin-6-yl)-pyrazin-2-yl]-2,6-diazaspiro[3.3]heptan